tris(neopentyl)bismuth C(C(C)(C)C)[Bi](CC(C)(C)C)CC(C)(C)C